C(C1=CC=CC=C1)N1CC2(C1=O)COCC2 2-benzyl-6-oxa-2-azaspiro[3.4]octan-3-one